1,5-dioxacycloheptadec-15-en-3-one O1CC(COCCCCCCCCCC=CC1)=O